1-isobutyl-2-(trifluoromethyl)piperidine C(C(C)C)N1C(CCCC1)C(F)(F)F